5,7,8-Trifluoro-3-((triisopropylsilyl)oxy)naphthalen-1-ol FC1=C2C=C(C=C(C2=C(C(=C1)F)F)O)O[Si](C(C)C)(C(C)C)C(C)C